(1S)-N-(7-chloro-6-(4-((3R,4R)-4-hydroxy-3-methyltetrahydrofuran-3-yl)piperazin-1-yl)isoquinolin-3-yl)-6,6-difluorospiro[2.5]octane-1-carboxamide ClC1=C(C=C2C=C(N=CC2=C1)NC(=O)[C@H]1CC12CCC(CC2)(F)F)N2CCN(CC2)[C@@]2(COC[C@@H]2O)C